5-(4-fluoro-3-hydroxyphenyl)-1,2,4-oxadiazole-3-carboxylic acid ethyl ester C(C)OC(=O)C1=NOC(=N1)C1=CC(=C(C=C1)F)O